Mono-2-ethylhexyl Ether C(C)C(COCC(CCCC)CC)CCCC